3-[(Furan-2-ylmethyl)-amino]-2-(7-methoxy-2-oxo-1,2-dihydro-quinolin-3-yl)-6-methyl-imidazo[1,2-a]pyridine-1-ium O1C(=CC=C1)CNC1=C([NH+]=C2N1C=C(C=C2)C)C=2C(NC1=CC(=CC=C1C2)OC)=O